OC=1C(=CC=2C(C3=CC=CC=C3C(C2C1O)=O)=O)NS(=O)(=O)C1=CC=C(C=C1)N1CCCCC1 N-(3,4-dihydroxy-9,10-dioxo-9,10-dihydroanthracen-2-yl)-4-(piperidin-1-yl)benzenesulfonamide